FC1(C2=CC=CC=C2C=2C=CC(=CC12)C(=O)NCC(=O)N1[C@H]2C[C@]2(C[C@H]1C(=O)OC)C)F methyl (1S,3S,5S)-2-{2-[(9,9-difluorofluoren-2-yl)formamido]acetyl}-5-methyl-2-azabicyclo[3.1.0]hexane-3-carboxylate